2-(2-isopropylphenyl)-7-methyl-9-((1-(pyridin-3-ylsulfonyl)piperidin-4-yl)methyl)-7,9-dihydro-8H-purin-8-one C(C)(C)C1=C(C=CC=C1)C1=NC=C2N(C(N(C2=N1)CC1CCN(CC1)S(=O)(=O)C=1C=NC=CC1)=O)C